Ethyl 4-(3-(4-(((tert-butoxycarbonyl)(2-(4-(6-(trifluoromethyl)pyridin-3-yl)phenyl) cyclopropyl)amino)methyl)piperidin-1-yl)propyl)benzoate C(C)(C)(C)OC(=O)N(C1C(C1)C1=CC=C(C=C1)C=1C=NC(=CC1)C(F)(F)F)CC1CCN(CC1)CCCC1=CC=C(C(=O)OCC)C=C1